4-(4-(4,4,5,5-tetramethyl-1,3,2-dioxaborolan-2-yl)naphthalen-1-yl)benzonitrile CC1(OB(OC1(C)C)C1=CC=C(C2=CC=CC=C12)C1=CC=C(C#N)C=C1)C